C1(CC1)C1=C(C(=NO1)C1=C(C=CC=C1Cl)Cl)C1=CC2(C1)CCN(CC2)C2=NC=C(C(=O)O)C(=C2)C(F)(F)F 6-(2-(5-cyclopropyl-3-(2,6-dichlorophenyl)isoxazol-4-yl)-7-azaspiro[3.5]non-1-en-7-yl)-4-(trifluoromethyl)nicotinic acid